C(C)OC(NC(/C(=N/NC1=CC(=C(C(=C1)Cl)OC=1C=C2C(=CC=NC2=CC1)C)Cl)/C#N)=O)=O (E)-(2-cyano-2-(2-(3,5-dichloro-4-((4-methylquinolin-6-yl)oxy)phenyl)hydrazono)acetyl)carbamic acid ethyl ester